2,6-difluoro-3-pyrrolyl-phenyltitanocene FC1=C(C(=CC=C1C=1NC=CC1)F)[C-]1C=CC=C1.[CH-]1C=CC=C1.[Ti+2]